CADMIUM-ZINC-TELLURIDE [Te-2].[Zn+2].[Cd+2].[Te-2]